FC(C(=O)O)(F)F.NCC(CC=1N(C(NN1)=O)CC=1SC(=CC1)C1=CC2=C(OCO2)C=C1)=C(F)F [2-(aminomethyl)-3,3-difluoro-allyl]-4-[[5-(1,3-benzodioxol-5-yl)-2-thienyl]methyl]-1,2,4-triazol-3-one trifluoroacetate salt